1,1,1,3,3,3-hexafluoropropan-2-yl (R)-1-((6-(dimethylphosphoryl)pyridin-3-yl)carbamoyl)-6-azaspiro[2.5]octane-6-carboxylate CP(=O)(C)C1=CC=C(C=N1)NC(=O)[C@@H]1CC12CCN(CC2)C(=O)OC(C(F)(F)F)C(F)(F)F